2-(5-(2-cyclopropylethyl)-4-(3-fluoro-4-sulfamoylbenzyl)-3-(3-((5-methylthiophen-3-yl)ethynyl)phenyl)-1H-pyrazol-1-yl)thiazole-4-carboxylic acid C1(CC1)CCC1=C(C(=NN1C=1SC=C(N1)C(=O)O)C1=CC(=CC=C1)C#CC1=CSC(=C1)C)CC1=CC(=C(C=C1)S(N)(=O)=O)F